F[C@@H](C)S(=O)(=O)N[C@@H]1[C@@H](N(CC12CC2)C(=O)[C@@H]2OCC2)CC=2C(=C(C=C(C2)F)C2=CC(=CC(=C2)F)F)F (R)-1-fluoro-N-((6S,7S)-5-((R)-oxetane-2-carbonyl)-6-((2,3',5,5'-tetrafluoro-[1,1'-biphenyl]-3-yl)methyl)-5-azaspiro[2.4]heptan-7-yl)ethane-1-sulfonamide